CN1CCN(CC1)C1CC(C1)C(=O)N 3-(4-methylpiperazin-1-yl)cyclobutane-1-carboxamide